N-(4-(4-((1R,3R)-3-aminocyclopentane-1-carbonyl)piperazine-1-carbonyl)-3-chlorophenyl)-5-(1-(cyclopropylmethyl)-3-(trifluoromethyl)-1H-pyrazol-4-yl)-1-methyl-1H-imidazole-2-carboxamide N[C@H]1C[C@@H](CC1)C(=O)N1CCN(CC1)C(=O)C1=C(C=C(C=C1)NC(=O)C=1N(C(=CN1)C=1C(=NN(C1)CC1CC1)C(F)(F)F)C)Cl